N1C=NC2=C1C=CC(=C2)N2C([C@H]([C@@H]2C2=C(C=C(C=C2F)OCCC(F)F)F)C)=O (3S,4R)-1-(1H-benzo[d]imidazol-5-yl)-4-(4-(3,3-difluoropropoxy)-2,6-difluorophenyl)-3-methylazetidin-2-one